CCCOC(=O)C1=CC=C(C=C1)O n-propyl-p-hydroxybenzoate